NC1=C(C(=NN1[C@@H]1C[C@@H](CCCC1)N(C(=O)N1N=CN=C1)C)C1=CC=C(C=C1)CNC(C1=C(C=CC(=C1)F)OC)=O)C(N)=O N-((1R,3S)-3-(5-amino-4-carbamoyl-3-(4-((5-fluoro-2-methoxybenzamido)methyl)phenyl)-1H-pyrazol-1-yl)cycloheptyl)-N-methyl-1H-1,2,4-triazole-1-carboxamide